(1S,2R)-2-((S)-8-(benzo[d]isothiazol-3-ylmethoxy)-5-chloro-1-((2-oxopyrrolidin-1-yl)methyl)-1,2,3,4-tetrahydroisoquinoline-2-carbonyl)cyclohexane-1-carboxylic acid S1N=C(C2=C1C=CC=C2)COC=2C=CC(=C1CCN([C@@H](C21)CN2C(CCC2)=O)C(=O)[C@H]2[C@H](CCCC2)C(=O)O)Cl